ClC1=C(C=C(C=C1NCC1(CCNCC1)F)C1=NNC(O1)=O)F 5-(4-Chloro-3-fluoro-5-{[(4-fluoropiperidin-4-yl)methyl]amino}phenyl)-1,3,4-oxadiazol-2(3H)-one